butyl 4-(3-amino-5-(3-fluorophenyl)thiophene-2-carboxamido)piperidine-1-carboxylate NC1=C(SC(=C1)C1=CC(=CC=C1)F)C(=O)NC1CCN(CC1)C(=O)OCCCC